C(C1=CC=CC=C1)OC(=O)N1[C@H]2[C@H](NC[C@@H]1CC2)CO.FC2=CC(=C(N)C=C2F)C2=CC(=NC=C2)F 4,5-difluoro-2-(2-fluoropyridin-4-yl)aniline (1R,2S,5S)-benzyl-2-(hydroxymethyl)-3,8-diazabicyclo[3.2.1]octane-8-carboxylate